tert-butyl (R)-4-(2-(3-(3-((4-bromo-2-(trifluoromethyl)benzyl)(cyclopropyl) carbamoyl)piperidin-1-yl)phenoxy)-2-methylpropanoyl)piperazine-1-carboxylate BrC1=CC(=C(CN(C(=O)[C@H]2CN(CCC2)C=2C=C(OC(C(=O)N3CCN(CC3)C(=O)OC(C)(C)C)(C)C)C=CC2)C2CC2)C=C1)C(F)(F)F